ClC1=CC=CC(=N1)C1CCN(CC1)CC1=NC2=C(N1C[C@H]1OCC1)C=C(C=C2)C(=O)OC (S)-methyl 2-((4-(6-chloropyridin-2-yl) piperidin-1-yl) methyl)-1-((oxetan-2-yl) methyl)-1H-benzo[d]imidazole-6-carboxylate